C(=O)(O)NB(O)C1=CC=CC=C1 carboxyphenylboronic acid amide